ClC1=CC=C(O1)C1C(=NN(C1(C(=O)NCC1CN(C2(COC2)CO1)C)C)C1=C(C=C(C=C1)F)F)C1=C(C=C(C=C1)F)F 4-(5-Chlorofuran-2-yl)-1,3-bis(2,4-difluorophenyl)-5-methyl-N-((5-methyl-2,8-dioxa-5-azaspiro[3.5]nonan-7-yl)methyl)-4,5-dihydro-1H-pyrazole-5-carboxamide